C1(CC1)S(=O)C1=CC=C(C=C1)C1=CNC2=NC=C(C=C21)C2=CC(=C(C(=C2)C)N2CCN(CC2)C)C 3-(4-(cyclopropanesulfinyl)phenyl)-5-(3,5-dimethyl-4-(4-methylpiperazin-1-yl)phenyl)-1H-pyrrolo[2,3-b]pyridine